COCCCOC1=CC=C(C=C1)C1=NC(=NC=C1)N1CCC(CC1)C(=O)NC1CN2CCC1CC2 1-(4-(4-(3-methoxypropoxy)phenyl)pyrimidin-2-yl)-N-(quinuclidin-3-yl)piperidine-4-carboxamide